N-(2-aminophenyl)-N2-(3,3-difluoropropyl)pyridine-2,5-diamine NC1=C(C=CC=C1)N(C1=NC=C(C=C1)N)CCC(F)F